tert-butyl (2S,6S)-4-[3-(8-fluoro-2-methyl-imidazo[1,2-a]pyridine-6-carbonyl)imidazo[1,5-a]pyridin-7-yl]-2,6-dimethyl-piperazine-1-carboxylate FC=1C=2N(C=C(C1)C(=O)C1=NC=C3N1C=CC(=C3)N3C[C@@H](N([C@H](C3)C)C(=O)OC(C)(C)C)C)C=C(N2)C